C(C)OC(=O)C=1C=NN(C1N)C1=CC=C(C=C1)F 5-Amino-1-(4-fluorophenyl)-1H-pyrazole-4-carboxylic acid ethyl ester